4-(1-Cyclopropyl-1H-pyrazol-4-yl)-N-((4-(4-methoxy-3-methylphenyl)bicyclo[2.2.2]octan-1-yl)methyl)pyridin-2-amine C1(CC1)N1N=CC(=C1)C1=CC(=NC=C1)NCC12CCC(CC1)(CC2)C2=CC(=C(C=C2)OC)C